C(C)(C)(C)OC(=O)N1[C@@H](CN([C@H](C1)C)C=1C=2N(N(C(C1)=O)C)C=C(N2)COC)CC (2R,5S)-2-ethyl-4-(2-(methoxymethyl)-5-methyl-6-oxo-5,6-dihydroimidazo[1,2-b]pyridazin-8-yl)-5-methylpiperazine-1-carboxylic acid tert-butyl ester